4-diphenylphosphonooxy-2-(4-(amino(2,4-dimethoxyphenyl)methyl)phenoxy)acetic acid-benzhydryl ester C(C1=CC=CC=C1)(C1=CC=CC=C1)OC(COC1=CCC(C=C1)(C(C1=C(C=C(C=C1)OC)OC)N)OP(=O)(OC1=CC=CC=C1)OC1=CC=CC=C1)=O